C1(CC1)CCC(N1C(C=CC=C1)=O)C=1C=CC(=C(C1)NC(=O)[C@@H]1NC[C@@H](C1)OC)F (2r,4r)-N-(5-(3-cyclopropyl-1-(2-oxopyridin-1(2H)-yl)propyl)-2-fluorophenyl)-4-methoxypyrrolidine-2-carboxamide